(2E,4E)-2,4-Decadienal C(\C=C\C=C\CCCCC)=O